C(C)OC(=O)C=1C2(CC(C1C1=CC=CC=C1)C2)C2=CC=CC=C2 1,3-diphenylbicyclo[2.1.1]hex-2-ene-2-carboxylic acid ethyl ester